C1(=CC=CC=2CCCCC12)C(=O)O 5,6,7,8-tetrahydronaphthalene-1-carboxylic acid